N-{[(3R,4S) or (3S,4R)-4-methyl-2-[6-methyl-3-(2H-1,2,3-triazol-2-yl)pyridine-2-carbonyl]-2-azabicyclo[3.1.1]heptan-3-yl]methyl}-1,3-benzothiazol-2-amine C[C@@H]1[C@@H](N(C2CC1C2)C(=O)C2=NC(=CC=C2N2N=CC=N2)C)CNC=2SC1=C(N2)C=CC=C1 |o1:1,2|